2-(7-(5-(chlorodifluoromethyl)-1,2,4-oxadiazol-3-yl)imidazo[1,2-a]pyridin-2-yl)-N-(methyl(oxo)(phenyl)-λ6-sulfaneylidene)acetamide ClC(C1=NC(=NO1)C1=CC=2N(C=C1)C=C(N2)CC(=O)N=S(C2=CC=CC=C2)(=O)C)(F)F